[N+](=O)([O-])C=1C=C(C=CC1)C=1OC2=C(N1)C=C(C=C2)N 2-(3-nitrophenyl)-1,3-benzoxazol-5-amine